3-{4-[(6-amino-4-pyrimidinyl)oxy]-2-methylphenyl}-1-[3-fluoro-5-(trifluoromethyl)phenyl]-2,4-imidazolidinedione NC1=CC(=NC=N1)OC1=CC(=C(C=C1)N1C(N(CC1=O)C1=CC(=CC(=C1)C(F)(F)F)F)=O)C